2-(acetoxy)-3-methoxybenzoate C(C)(=O)OC1=C(C(=O)[O-])C=CC=C1OC